NC(C)(C)C=1C=C(C=C2C(N(C(=NC12)N1CCOCC1)C)=O)C 8-(1-amino-1-methyl-ethyl)-3,6-dimethyl-2-morpholino-quinazolin-4-one